CC=1SC2=C(C=NC=C2)N1 2-methylthiazolo[4,5-c]pyridin